1-methylcyclopropyl 4-(4-((1-methyl-3-(pyridin-2-yl)-1H-pyrazol-4-yl) carbamoyl) thiazol-2-yl)-1H-pyrazole-1-carboxylate CN1N=C(C(=C1)NC(=O)C=1N=C(SC1)C=1C=NN(C1)C(=O)OC1(CC1)C)C1=NC=CC=C1